5-(3-Fluorooxetan-3-yl)-N-((1R,3r,5S)-8-((piperidin-4-ylmethyl)sulfonyl)-8-azabicyclo[3.2.1]octan-3-yl)isoxazole-3-carboxamide FC1(COC1)C1=CC(=NO1)C(=O)NC1C[C@H]2CC[C@@H](C1)N2S(=O)(=O)CC2CCNCC2